(E)-6-chloro-5-((4-chlorophenyl)diazenyl)pyrimidine-2,4-diamine ClC1=C(C(=NC(=N1)N)N)\N=N\C1=CC=C(C=C1)Cl